C(C)(=O)C1=CC=C(C=C1)N1CCN(CC1)C(=O)C=1N=C(OC1)N1OC(=CC1)C N-{4-[4-(4-acetylphenyl)piperazine-1-carbonyl]-1,3-oxazol-2-yl}-5-methyl-1,2-oxazole